N-(2,6-difluorophenyl)-3-isopropyl-6-(piperidin-3-ylthio)imidazo[1,2-b]pyridazin-8-amine FC1=C(C(=CC=C1)F)NC=1C=2N(N=C(C1)SC1CNCCC1)C(=CN2)C(C)C